ClCC1=C(N=CN1CC)C(F)(F)F 5-(chloromethyl)-1-ethyl-4-(trifluoromethyl)imidazole